dimethyl-4,5-dioxolane-carboxylate CC1C(OOC1)(C(=O)[O-])C